(R)-6-(5-(((1-(2-chloropyridin-3-yl)ethoxy)carbonyl)amino)-1-methyl-1H-pyrazol-4-yl)-5-fluoropyridin-3-yl methanesulfonate CS(=O)(=O)OC=1C=NC(=C(C1)F)C=1C=NN(C1NC(=O)O[C@H](C)C=1C(=NC=CC1)Cl)C